dimethyl 2-(2-(((tert-butoxycarbonyl) amino) methyl) piperidin-1-yl)-5-nitroterephthalate C(C)(C)(C)OC(=O)NCC1N(CCCC1)C1=C(C(=O)OC)C=C(C(=C1)C(=O)OC)[N+](=O)[O-]